NC1=C2C(=NC=N1)N(N=C2C2=CC=C(C=C2)OC2=CC=CC=C2)C2CCC(CC2)N2CCN(CC2)C=2N(C=CC=CC2)C2=C(C(C(=O)O)=CC=C2)C(=O)O 3-(4-((1s,4s)-4-(4-amino-3-(4-phenoxyphenyl)-1H-pyrazolo[3,4-d]pyrimidin-1-yl)cyclohexyl)piperazin-1-yl-azepin-1-yl)phthalic acid